OCC[N-]C (2-hydroxyethyl)-N-methylamide